BrC=1OC=C(N1)C=O 2-bromooxazole-4-carbaldehyde